4-{3-[(4,4-difluorocyclohexyl)oxy]pyrazin-2-yl}piperazine-1-carboxylic acid tert-butyl ester C(C)(C)(C)OC(=O)N1CCN(CC1)C1=NC=CN=C1OC1CCC(CC1)(F)F